(3-fluoro-4-(4-(piperidin-4-ylmethyl)piperazin-1-yl)phenyl)ammonia FC=1C=C(C=CC1N1CCN(CC1)CC1CCNCC1)N